NC1=C(C(=C(C(=C1)C)O)F)F 4-amino-2,3-difluoro-6-methyl-phenol